(S)-1-(4-((4-(3-((2-(1-hydroxyethyl)-1H-imidazol-1-yl)methyl)isoxazol-5-yl)phenyl)ethynyl)phenyl)ethan-1-one O[C@@H](C)C=1N(C=CN1)CC1=NOC(=C1)C1=CC=C(C=C1)C#CC1=CC=C(C=C1)C(C)=O